Ethyl 2-azabicyclo[2.2.2]octane-2-carboxylate C12N(CC(CC1)CC2)C(=O)OCC